1-(3-methylbenzyl)piperazine CC=1C=C(CN2CCNCC2)C=CC1